NC([C@H](C[C@H]1C(NCC1)=O)NC([C@H](C[Si](C)(C)C)NC(=O)C=1NC2=C(C=CC=C2C1)F)=O)=O N-((R)-1-(((S)-1-Amino-1-oxo-3-((S)-2-oxopyrrolidin-3-yl)propan-2-yl)amino)-1-oxo-3-(trimethylsilyl)propan-2-yl)-7-fluoro-1H-indole-2-carboxamide